NCC1(CCN(CC1)C1=NN2C(S1)=NC=C2C2=C(C=C(C=C2)Cl)OCCOC)O 4-(aminomethyl)-1-(5-(4-chloro-2-(2-methoxyethoxy)phenyl)imidazo[2,1-b][1,3,4]thiadiazol-2-yl)piperidin-4-ol